6-(3-Methyl-1,2,4-oxadiazol-5-yl)-2-[2-[[7-(5-methyl-1,2,4-oxadiazol-3-yl)-1-isoquinolyl]amino]ethyl]isoindolin-1-one CC1=NOC(=N1)C1=CC=C2CN(C(C2=C1)=O)CCNC1=NC=CC2=CC=C(C=C12)C1=NOC(=N1)C